cis-2-((3-((S)-3-(5-cyanopyridin-3-yl)isoxazolidine-2-carbonyl)-3-methylcyclobutyl)amino)pyrimidine-4-carboxamide C(#N)C=1C=C(C=NC1)[C@H]1N(OCC1)C(=O)C1(CC(C1)NC1=NC=CC(=N1)C(=O)N)C